4-(((5Z,8Z,11Z,14Z,17Z)-icosa-5,8,11,14,17-pentaen-1-yl)(6-(octyloxy)-6-((1,1,3,3-tetramethyl-3-octyldisiloxaneyl)oxy)hexyl)amino)butan-1-ol C(CCC\C=C/C\C=C/C\C=C/C\C=C/C\C=C/CC)N(CCCCO)CCCCCC(O[Si](O[Si](CCCCCCCC)(C)C)(C)C)OCCCCCCCC